OC1=CC=C(C=C1)C1=CC(=NN1)NC1=C(C=C(C#N)C=C1)C 4-((5-(4-hydroxyphenyl)-1H-pyrazol-3-yl)amino)-3-methylbenzonitrile